trans-(4-((4-(2-fluoro-4-nitrophenyl)-3,6-dihydropyridin-1(2H)-yl)methyl)cyclohexyl)methyl 4-((4-([1,1'-biphenyl]-3-yl)-5-fluoropyrimidin-2-yl)amino)piperidine-1-carboxylate C1(=CC(=CC=C1)C1=NC(=NC=C1F)NC1CCN(CC1)C(=O)OC[C@@H]1CC[C@H](CC1)CN1CCC(=CC1)C1=C(C=C(C=C1)[N+](=O)[O-])F)C1=CC=CC=C1